4-(4-hydroxymethylphenyl)benzoic acid OCC1=CC=C(C=C1)C1=CC=C(C(=O)O)C=C1